NCCS(=O)(=O)N1CC2(CC2)C(CC1)NC1=NC=C(C(=N1)NC1=C(C(=O)N)C(=CC=C1)F)Br 2-((2-((5-((2-aminoethyl)sulfonyl)-5-azaspiro[2.5]octan-8-yl)amino)-5-bromopyrimidin-4-yl)amino)-6-fluorobenzamide